C(CCCCCCCCCCCCCCCCC)CCCCCCCCCCCCCCCCCCP(O)(O)=O.[Nd] neodymium octadecyl-(octadecylphosphonic acid)